[I-].C1=CC=CC2=CC3=CC=CC=C3C(=C12)C1=[N+](C=CC(=C1)F)C 2-(Anthracene-9-yl)-4-fluoro-1-methylpyridin-1-ium iodide